2-(3-fluorophenyl)-2-(3-(4-(4-methylpiperazin-1-yl)phenyl)-5-oxo-5,7-dihydro-6H-pyrrolo-[3,4-b]pyridin-6-yl)-N-(thiazol-2-yl)acetamide FC=1C=C(C=CC1)C(C(=O)NC=1SC=CN1)N1CC2=NC=C(C=C2C1=O)C1=CC=C(C=C1)N1CCN(CC1)C